(2R,4S)-4-fluoro-2-(trifluoromethyl)pyrrolidine hydrochloride Cl.F[C@H]1C[C@@H](NC1)C(F)(F)F